3-[[(3R)-1-Ethyl-3-piperidyl]amino]-6-(4-hydroxy-6-methyl-indan-5-yl)-4-methyl-1,2,4-triazin-5-one C(C)N1C[C@@H](CCC1)NC1=NN=C(C(N1C)=O)C=1C(=C2CCCC2=CC1C)O